(Z)-N-(2-(4-(4-chloro-1,2-diphenylbut-1-en-1-yl)phenoxy)ethyl)-6-((2-(2,6-dioxopiperidin-3-yl)-1,3-dioxoisoindolin-4-yl)thio)-N-methylhexanamide ClCC/C(=C(\C1=CC=CC=C1)/C1=CC=C(OCCN(C(CCCCCSC2=C3C(N(C(C3=CC=C2)=O)C2C(NC(CC2)=O)=O)=O)=O)C)C=C1)/C1=CC=CC=C1